3-({[(1R)-6-[(2-fluorophenyl)(methyl)amino]-1,2,3,4-tetrahydronaphthalen-1-yl]methyl}amino)pyridine-4-carboxylic acid FC1=C(C=CC=C1)N(C=1C=C2CCC[C@H](C2=CC1)CNC=1C=NC=CC1C(=O)O)C